(4S,7S,26S,29S)-4,7,26,29-tetrakis(4-azidobutyl)-2,5,8,24,27,30-hexaoxo-12,15,18,21,34,37,40,43-octaoxa-3,6,9,25,28,31-hexaazahexatetracontan-46-oic acid N(=[N+]=[N-])CCCC[C@H](NC(C)=O)C(N[C@H](C(NCCOCCOCCOCCOCCC(N[C@H](C(N[C@H](C(NCCOCCOCCOCCOCCC(=O)O)=O)CCCCN=[N+]=[N-])=O)CCCCN=[N+]=[N-])=O)=O)CCCCN=[N+]=[N-])=O